1-((3R)-4-(6-(8-oxa-3-azabicyclo[3.2.1]oct-3-yl)-3-chloropyridazin-4-yl)-3-methylpiperazin-1-yl)ethan-1-one C12CN(CC(CC1)O2)C2=CC(=C(N=N2)Cl)N2[C@@H](CN(CC2)C(C)=O)C